triphenylcarbonylrhodium C1(=CC=CC=C1)C(=O)[Rh](C(=O)C1=CC=CC=C1)C(=O)C1=CC=CC=C1